C(C1=CC=CC=C1)OC(=O)N1COC([C@@H]1C)=O (S)-N-benzyloxycarbonyl-4-methyl-5-oxooxazolidine